7-chloro-5-(1-ethoxyvinyl)-2-(4-methoxybenzyl)phthalazin-1(2H)-one ClC1=CC(=C2C=NN(C(C2=C1)=O)CC1=CC=C(C=C1)OC)C(=C)OCC